N-(1-(4-Chloro-5-fluoropyridin-3-yl)pent-4-en-1-yl)-4-methoxyaniline ClC1=C(C=NC=C1F)C(CCC=C)NC1=CC=C(C=C1)OC